C(#N)C1=CC=C(OC(C(=O)NC=2SC3=C(N2)C=C(C(=C3)OC)OC)C3=CC(=CC=C3)S(=O)(=O)CC3=CC=CC=C3)C=C1 2-(4-Cyano-phenoxy)-N-(5,6-dimethoxy-benzothiazol-2-yl)-2-(3-phenylmethanesulfonyl-phenyl)-acetamide